2-(2-(3-(2,5-dioxopyrrolidin-1-yl)-3-oxopropoxy)ethoxy)propionic acid O=C1N(C(CC1)=O)C(CCOCCOC(C(=O)O)C)=O